2-chloro-N-(3-(((3-isopropyl-5-(Piperidin-4-yl)pyrazolo[1,5-a]pyrimidin-7-yl)amino)methyl)phenyl)acrylamide ClC(C(=O)NC1=CC(=CC=C1)CNC1=CC(=NC=2N1N=CC2C(C)C)C2CCNCC2)=C